ClC=1C=2N(C(=CC1)C#N)N=CC2 4-chloropyrazolo[1,5-a]pyridine-7-carbonitrile